ClC=1C=C(CN2N=C3N(C2=O)[C@@H](CC3)C(=O)N3CCCC3)C=CC1F (5S)-2-(3-Chloro-4-fluorobenzyl)-5-(pyrrolidin-1-ylcarbonyl)-2,5,6,7-tetrahydro-3H-pyrrolo[2,1-c][1,2,4]triazol-3-on